FC([C@@H](C)NC1=NC(=NC(=N1)N[C@@H](C(F)(F)F)C)C#CC(C(=O)N(C)C)(C)C)(F)F 4-(4,6-bis(((R)-1,1,1-trifluoropropan-2-yl)amino)-1,3,5-triazin-2-yl)-N,N,2,2-tetramethylbut-3-ynamide